O1[C@@H](COCC1)COC=1N2CCC3=C(C2=C(C(C1)=O)C)C=CC(=C3)N3CCN(CC3)C(=O)OC(C)(C)C tert-butyl 4-[4-[[(2S)-1,4-dioxan-2-yl]methoxy]-1-methyl-2-oxo-6,7-dihydrobenzo[a]quinolizin-9-yl]piperazine-1-carboxylate